1,1'-((5-(3-(3,5-bis(trifluoromethyl)phenyl)-1H-1,2,4-triazol-1-yl)-1,3-dimethyl-1H-pyrazol-4-yl)methylene)bis(3-(3,5-bis(trifluoromethyl)phenyl)-1H-1,2,4-triazole) FC(C=1C=C(C=C(C1)C(F)(F)F)C1=NN(C=N1)C1=C(C(=NN1C)C)C(N1N=C(N=C1)C1=CC(=CC(=C1)C(F)(F)F)C(F)(F)F)N1N=C(N=C1)C1=CC(=CC(=C1)C(F)(F)F)C(F)(F)F)(F)F